C(C)(C)(C)OC(=O)NC1=CC=CC(=N1)SC=1C=2N(C=C(C1)C=1C=NN(C1)[C@@H]1CN(CCC1)C(=O)OC(C)(C)C)N=CC2C#N tert-butyl (3S)-3-[4-[4-[[6-(tert-butoxycarbonylamino)-2-pyridyl]sulfanyl]-3-cyano-pyrazolo[1,5-a]pyridin-6-yl]pyrazol-1-yl]piperidine-1-carboxylate